tert-butyl ((3R)-1-(5-((4-bromophenyl)(hydroxy)methyl)pyrimidin-2-yl)-3-methylpiperidin-3-yl)carbamate BrC1=CC=C(C=C1)C(C=1C=NC(=NC1)N1C[C@](CCC1)(C)NC(OC(C)(C)C)=O)O